bis(4-hydroxy-3-methylphenyl)-2-hydroxyphenyl-methane OC1=C(C=C(C=C1)C(C1=C(C=CC=C1)O)C1=CC(=C(C=C1)O)C)C